1-(2-methyl-4-nitrophenyl)pyrrolidin-2-one CC1=C(C=CC(=C1)[N+](=O)[O-])N1C(CCC1)=O